2-Desoxy-D-glucose O=CC[C@@H](O)[C@H](O)[C@H](O)CO